C(C)S(=O)(=O)OC1=C(C=CC=C1)NC(=O)NC1=CC(=CC=C1)OS(=O)(=O)C1=CC=CC=C1 N-[2-(ethanesulfonyloxy)phenyl]-N'-[3-(phenylsulfonyloxy)phenyl]urea